ClC1=NC2=CC(=CC=C2C(=C1N)NC)Cl 2,7-dichloro-N4-methylquinolin-3,4-diamine